BrC1=C(C=NN(C1=O)C)N[C@@H]1C[C@@H](CN(C1)C)C1=CC=C(C=C1)COC=1C=C2C(N(C(C2=CC1)=O)C1C(N(C(CC1)=O)C(=O)OC(C)(C)C)=O)=O tert-butyl 3-[5-[[4-[(3R,5R)-5-[(5-bromo-1-methyl-6-oxo-pyridazin-4-yl)amino]-1-methyl-3-piperidyl]phenyl]methoxy]-1,3-dioxo-isoindolin-2-yl]-2,6-dioxo-piperidine-1-carboxylate